5-(azetidin-3-yloxy)-6-fluoro-N-methylpicolinamide hydrochloride Cl.N1CC(C1)OC=1C=CC(=NC1F)C(=O)NC